2-chloro-6-(trifluoromethyl)pyridin-4-ol ClC1=NC(=CC(=C1)O)C(F)(F)F